C1(CC1)N1CCN(CC1)C1CCN(CC1)C1=C(C=C(C(=C1)OC)NC1=NC=NC(=C1)N1OCC[C@@H]1C1=CC(=CC(=C1)F)OC1=CC(=CC(=C1)F)F)NC(C=C)=O (R)-N-(2-(4-(4-cyclopropylpiperazin-1-yl)piperidin-1-yl)-5-((6-(3-(3-(3,5-difluorophenoxy)-5-fluorophenyl)isoxazolidin-2-yl)pyrimidin-4-yl)amino)-4-methoxyphenyl)acrylamide